N,N-diMethyl-propyl-octadecanamide CN(C(C(CCCCCCCCCCCCCCCC)CCC)=O)C